4-methyl-Pyrimidine CC1=NC=NC=C1